8-(6-bromo-4-chloro-2,7-dimethyl-2,3-dihydrobenzofuran-2-yl)-1,4-dioxaspiro[4.5]decane BrC1=C(C2=C(CC(O2)(C)C2CCC3(OCCO3)CC2)C(=C1)Cl)C